CC=1N=CC(=NC1)[C@@H](C)NC(C1=CC(=CC(=C1)OC1CCN(CC1)CC(F)(F)F)C=1SC(=CN1)C)=O N-[(1R)-1-(5-methylpyrazin-2-yl)ethyl]-3-(5-methyl-1,3-thiazol-2-yl)-5-{[1-(2,2,2-trifluoroethyl)piperidin-4-yl]oxy}benzamide